(5-Isobutyl-4-methyl-3-(4-((2-(trifluoromethyl)-1H-imidazol-1-yl)methyl)phenyl)thiophen-2-yl)sulfonylaminotoluene C(C(C)C)C1=C(C(=C(S1)S(=O)(=O)NCC1=CC=CC=C1)C1=CC=C(C=C1)CN1C(=NC=C1)C(F)(F)F)C